2-methyl-1,3-octanediol CC(CO)C(CCCCC)O